NC=1C2=C(N=CN1)N(C=C2C2=CC=C(C=1N2C=C(N1)F)NC(=O)NC1=CC(=C(C=C1)CN1CCN(CC1)C)C(F)(F)F)C1CC1 1-(5-(4-amino-7-cyclopropyl-7H-pyrrolo[2,3-d]pyrimidin-5-yl)-2-fluoroimidazo[1,2-a]-pyridin-8-yl)-3-(4-((4-methyl-piperazin-1-yl)methyl)-3-(trifluoromethyl)phenyl)urea